ClC1=C(C=CC=C1)C=1N(C(=C(N1)C1=CC=CC=C1)C1=CC=CC=C1)C1(N=C(C(=N1)C1=CC=CC=C1)C1=CC=CC=C1)C1=C(C=CC=C1)Cl 2,2'-bis(2-chlorophenyl)-4,4',5,5'-tetraphenyl-1,2'-bi-imidazole